(S)-1-(2,3-difluorophenyl)-N-(7-(8-ethyl-2-(piperidin-3-ylamino)quinazolin-6-yl)pyrrolo[2,1-f][1,2,4]triazin-4-yl)methanesulfonamide FC1=C(C=CC=C1F)CS(=O)(=O)NC1=NC=NN2C1=CC=C2C=2C=C1C=NC(=NC1=C(C2)CC)N[C@@H]2CNCCC2